C(C1=CC=CC=C1)NC1CC=C(CC1)C=1C=NC2=CC=C(C=C2C1)C=1N=CNC1C1=NC(=CC=C1)C N-benzyl-4-[6-[5-(6-methyl-2-pyridyl)-1H-imidazol-4-yl]-3-quinolyl]cyclohex-3-en-1-amine